O(C1=CC=CC=C1)C(=O)C1=CC(=C(C=C1)N1C(COCC1)=O)N N-(4-phenoxycarbonyl-aminophenyl)-3-morpholinone